3-[1-(3-bromophenyl)cyclobutyl]-4-methyl-1,2,4-triazole BrC=1C=C(C=CC1)C1(CCC1)C1=NN=CN1C